3-aminopropyl-(didodecyloxymethylsilane) NCCC[SiH2]C(OCCCCCCCCCCCC)OCCCCCCCCCCCC